N1CCC(CCC1)OC=1C=2N(C=C(N1)C1=CC(=NC=C1)OC)N=CC2 4-(azepan-4-yloxy)-6-(2-methoxypyridin-4-yl)pyrazolo[1,5-a]pyrazine